sodium p-toluenesulfonate, sodium salt [Na+].CC1=CC=C(C=C1)S(=O)(=O)[O-].[Na+].CC1=CC=C(C=C1)S(=O)(=O)[O-]